4-bromo-2-fluorobenzene-1,3-diol BrC1=C(C(=C(C=C1)O)F)O